1-ethyl-5-methoxy-6-oxo-1,6-dihydropyrimidine-4-carboxylate C(C)N1C=NC(=C(C1=O)OC)C(=O)[O-]